C(C(C)(C)C)N1C(C(N(CC1)CC1=NC=C(C=N1)C1=CC=CC=C1)=O)=O 1-neopentyl-4-((5-phenylpyrimidin-2-yl)methyl)piperazine-2,3-dione